NC1=C(C=C(C=N1)C=1C=C2N(N1)CCC21CN(CC1)C(=O)NC(C)(C)C1=CC(=CC(=C1)F)F)C(F)(F)F 2'-[6-amino-5-(trifluoromethyl)pyridin-3-yl]-N-[2-(3,5-difluorophenyl)propan-2-yl]-5',6'-dihydrospiro[pyrrolidine-3,4'-pyrrolo[1,2-b]pyrazole]-1-carboxamide